2-methyl-5,8,11,14,17,20,23,26,29,32-decaoxa-2-azatetratriacontane-34-oic acid CN(C)CCOCCOCCOCCOCCOCCOCCOCCOCCOCCOCC(=O)O